(R)-3-(3-chloro-4-fluorophenyl)-1-ethyl-1-(1-(1-oxo-1,2-dihydro-2,7-naphthyridin-4-yl)ethyl)urea ClC=1C=C(C=CC1F)NC(N([C@H](C)C1=CNC(C2=CN=CC=C12)=O)CC)=O